C(C(C)C)OCNC(C=C)=O N-isobutoxymethyl-acryl-amide